OC1=C(C=CC(=C1)C)CC(=O)O ortho-hydroxy-para-methyl-phenyl-acetic acid